(s)-2-(4-bromophenyl)-1-(2-methylmorpholino)ethane-1-one BrC1=CC=C(C=C1)CC(=O)N1C[C@@H](OCC1)C